1-hydroxy-1-oxo-2,5-dihydro-phosphole OP1(CC=CC1)=O